ClCC1=C(C=C(C=C1)N=C=O)N=C=O 1-chloromethyl-2,4-diisocyanatobenzene